C(C)(=O)NC1=C(C2=C(S1)C(=C(C=C2)Cl)OCC2=CC=C(C=C2)OC)C(=O)OCC ethyl 2-acetamido-6-chloro-7-((4-methoxybenzyl)oxy)benzo[b]thiophene-3-carboxylate